CNC(O[C@H]1C[C@H](CC1)C=1NN=C(C1)NC(=O)C=1N(N=C(C1)C1=C(C(=CC=C1)OCC1=CC=C(C=C1)OC)C1OCCO1)C)=O (1R,3S)-3-(5-{5-[2-(1,3-dioxolan-2-yl)-3-[(4-methoxyphenyl)methoxy]phenyl]-2-methylpyrazole-3-amido}-2H-pyrazol-3-yl)cyclopentyl N-methylcarbamate